C(C)OC=CC1=NN(C(C=C1)=O)C(C(=O)OC)CC(C)C methyl 2-(3-(2-ethoxyvinyl)-6-oxopyridazin-1(6H)-yl)-4-methylpentanoate